3-(6-(2-hydroxyethyl)pyridin-3-yl)piperidine-2,6-dione OCCC1=CC=C(C=N1)C1C(NC(CC1)=O)=O